5-Methyl-9-(5-fluoropyridin-2-yl)-spiro[benzo[f]pyrrolo[1,2-a][1,4]diazepine-6,1'-cyclopropan]-4(5H)-one CN1C(C=2N(C3=C(C=CC(=C3)C3=NC=C(C=C3)F)C13CC3)C=CC2)=O